3,5-difluoro-4-hydroxy-N-{[(1r,4r)-4-(6-methyl-2H-indazol-2-yl)cyclohexyl]methyl}benzamide FC=1C=C(C(=O)NCC2CCC(CC2)N2N=C3C=C(C=CC3=C2)C)C=C(C1O)F